(9Z,12Z)-N-methyl-N-(2-((2-(methyl(nonyl)amino)ethyl)disulfaneyl)ethyl)octadeca-9,12-dien-1-amine CN(CCCCCCCC\C=C/C\C=C/CCCCC)CCSSCCN(CCCCCCCCC)C